7-chloro-2-(piperidin-4-ylidenemethyl)-1,6-naphthyridine ClC1=NC=C2C=CC(=NC2=C1)C=C1CCNCC1